bipyridine-4,4'-dicarboxamide N1=C(C=C(C=C1)C(=O)N)C1=NC=CC(=C1)C(=O)N